(E)-6-((6-chloro-2-((1-hydroxycyclopropyl)methyl)-2H-indazol-5-yl)imino)-3-((1-methyl-1H-1,2,4-triazol-3-yl)methyl)-1-(2,4,5-trifluorobenzyl)-1,3,5-triazine-2,4-dione ClC=1C(=CC2=CN(N=C2C1)CC1(CC1)O)\N=C\1/NC(N(C(N1CC1=C(C=C(C(=C1)F)F)F)=O)CC1=NN(C=N1)C)=O